CC1=C(C=C(C(=O)NC2=CC=C(C=C2)C2CN(CCC2)C)C=C1)NC1=NC=CC(=N1)C=1C=NC=CC1 4-Methyl-N-[4-(1-methyl-piperidin-3-yl)-phenyl]-3-(4-pyridin-3-yl-pyrimidin-2-ylamino)-benzamide